CN(CCOC=1C=C(C=CC1)C1=NC=CC2=C1N=C(N=C2N)NC=2C=NC(=CC2)N2CCOCC2)C 8-(3-(2-(dimethylamino)ethoxy)phenyl)-N2-(6-morpholinylpyridin-3-yl)pyrido[3,4-d]pyrimidine-2,4-diamine